C(#N)CN1CCNCC1 (cyanomethyl)piperazine